3-(4-(2-Oxo-2-(piperazin-1-yl)ethoxy)phenyl)piperidine-2,6-dione O=C(COC1=CC=C(C=C1)C1C(NC(CC1)=O)=O)N1CCNCC1